FC1=C(C(=CC=C1)F)N1CC2=CC=CC=C2C(=N1)C=1C=NC=CC1 2-(2,6-difluorophenyl)-4-(pyridin-3-yl)phthalazin